oxalic acid potassium dihydrate O.O.[K].C(C(=O)O)(=O)O